Cl.CN(C)CCC N,N-dimethylpropylamine hydrochloride